ClC=1C=CC(=C(C1)C1=NN=C(O1)NC(C1=CC=C(C=C1)SC(F)(F)F)=O)OC N-(5-(5-chloro-2-methoxyphenyl)-1,3,4-oxadiazol-2-yl)-4-((trifluoromethyl)thio)benzamide